1,3-dimethyl-3-(t-butylperoxy)butyl N-[1-{3-(1-methylethenyl)-phenyl} 1-methylethyl]carbamate CC(=C)C=1C=C(C=CC1)C(C)(C)NC(OC(CC(C)(OOC(C)(C)C)C)C)=O